hydroxydimethylaminochalcone tert-butyl-4-[4-methyl-3-[2-(3-methylpyrrolo[2,3-c]pyridin-1-yl)propanoylamino]phenyl]piperazine-1-carboxylate C(C)(C)(C)OC(=O)N1CCN(CC1)C1=CC(=C(C=C1)C)NC(C(C)N1C=C(C=2C1=CN=CC2)C)=O.OC=2C(=C(C=CC2)\C=C\C(=O)C2=CC=CC=C2)N(C)C